N-[(1S)-1-(cyclohexylmethyl)-2-[4-(3,5-dimethyl-1H-pyrazol-4-yl)anilino]-2-oxo-ethyl]-2-ethyl-pyrazole-3-carboxamide C1(CCCCC1)C[C@@H](C(=O)NC1=CC=C(C=C1)C=1C(=NNC1C)C)NC(=O)C=1N(N=CC1)CC